4-(2-AMinoethyl)benzenesulfonic acid hydrochloride Cl.NCCC1=CC=C(C=C1)S(=O)(=O)O